BrC1=CC2=C(C=C1)C1=C(C(N([C@](CO1)(C(=O)O)C)CC(=O)N(C)C)=O)O2 (R)-8-bromo-4-(2-(dimethylamino)-2-oxoethyl)-3-methyl-5-oxo-2,3,4,5-tetrahydrobenzofuro[2,3-f][1,4]oxazepine-3-carboxylic acid